C(C)(C)NC(O[C@H]1C[C@H](CC1)C=1NN=C(C1)NC(=O)[C@@H]1[C@@H](C1)C1=C(C(=CC=C1)O)C=O)=O (1R,3S)-3-{5-[(1S,2R)-2-(2-formyl-3-hydroxyphenyl)cyclopropaneamido]-2H-pyrazol-3-yl}cyclopentyl N-isopropylcarbamate